1-Hexyl-3-methylimidazolium sulfate S(=O)(=O)([O-])[O-].C(CCCCC)N1C=[N+](C=C1)C.C(CCCCC)N1C=[N+](C=C1)C